2-(2-(4-amino-2,3-dimethyl-5,6,7,8,9,10-hexahydro-1H-cycloocta[b]pyrrolo[3,2-e]pyridin-1-yl)acetamido)-N-(benzo[d][1,3]dioxol-5-yl)-N-methyl-3-phenylpropionamide NC1=C2C(=NC3=C1C(=C(N3CC(=O)NC(C(=O)N(C)C3=CC1=C(OCO1)C=C3)CC3=CC=CC=C3)C)C)CCCCCC2